FC(C(C(C(C(C(C(F)(F)F)(O)C(F)(F)F)(F)F)(O)C(F)(F)F)(F)F)(O)C(F)(F)F)(F)F 1,1,1,3,3,5,5,7,7,7-decafluoro-2,4,6-tris(trifluoromethyl)-2,4,6-heptanetriol